COC(=S)C1=CC(C=CC1=NO)=NO 3,6-bis(hydroxyimino)cyclohexa-1,4-diene-1-carbothioic acid O-methyl ester